[2-naphthyl-(phenyl)amino]triphenylamine C1=C(C=CC2=CC=CC=C12)N(C1=CC=CC=C1)C1=C(C=CC=C1)N(C1=CC=CC=C1)C1=CC=CC=C1